(E)-2-(cyclopropyldifluoromethyl)-5-(5-(2-(methylsulfonyl)vinyl)-1H-imidazol-2-yl)-4-phenoxypyrimidine C1(CC1)C(C1=NC=C(C(=N1)OC1=CC=CC=C1)C=1NC(=CN1)\C=C\S(=O)(=O)C)(F)F